N1C=CC2=CC=C(C=C12)\C=C\CCC\C=C\C1=C(C=C(C=C1)OCC1=NC=CC=C1)OC (1E,6E)-1-(1H-indol-6-yl)-7-[2-methoxy-4-(pyridin-2-ylmethoxy)phenyl]hepta-1,6-diene